(S)-6-((1,4-dioxan-2-yl)methoxy)-2-(4-ethoxyphenethyl)-3-methylpyridin-4-ol O1[C@@H](COCC1)COC1=CC(=C(C(=N1)CCC1=CC=C(C=C1)OCC)C)O